4-(4-(2,4-difluorophenoxy)piperidin-1-yl-6-(methoxymethyl)pyridin-3-yl)-2-methoxynicotinamide FC1=C(OC2CCN(CC2)C2=NC(=CC=C2C2=CC=NC(=C2C(=O)N)OC)COC)C=CC(=C1)F